2,5-dioxopyrrolidin-1-yl 2-(p-tolyl)acetate C1(=CC=C(C=C1)CC(=O)ON1C(CCC1=O)=O)C